NC=1NC(C=2N(C(NC2N1)=O)CCSC)=O 2-amino-7-(2-(methylthio)ethyl)-7,9-dihydro-1H-purine-6,8-dione